(2-methylpyrrolidine-1-carbonyl)thiazole-2-carboxamide CC1N(CCC1)C(=O)C=1N=C(SC1)C(=O)N